O1CCN(CC1)C1CCC(CC1)ONC1=CC=CC=C1 ((1s,4s)-4-morpholinocyclohexyl)oxyaniline